4-((S)-4-propenoyl-2-methylpiperazin-1-yl)-6-fluoro-7-(3-chloro-2-fluoro-6-hydroxyphenyl)-1-(2-isopropyl-4-methylpyridin-3-yl)-2-oxo-1,2-dihydro-1,8-naphthyridine-3-carbonitrile C(C=C)(=O)N1C[C@@H](N(CC1)C1=C(C(N(C2=NC(=C(C=C12)F)C1=C(C(=CC=C1O)Cl)F)C=1C(=NC=CC1C)C(C)C)=O)C#N)C